CC(C(=O)NC(C(C)C)S(=O)(=O)O)=C 2-methylacrylamido-2-methylpropanesulfonic acid